(3-(pyridin-2-yl)benzyl)quinoline-3,4-diamine N1=C(C=CC=C1)C=1C=C(CC2=NC3=CC=CC=C3C(=C2N)N)C=CC1